N-methyldiallylamine chloride [Cl-].CN(CC=C)CC=C